tetrabromo-disilacyclobutane Br[Si]1([Si](CC1)(Br)Br)Br